N-(4-(2-(diethylamino)ethoxy)phenyl)-6-(7-(1-methyl-1H-pyrazol-4-yl)imidazo[1,2-a]pyridin-3-yl)pyridin-2-amine C(C)N(CCOC1=CC=C(C=C1)NC1=NC(=CC=C1)C1=CN=C2N1C=CC(=C2)C=2C=NN(C2)C)CC